BrC=1C(=C2C=CC=NC2=CC1F)C 6-Bromo-7-fluoro-5-methylquinoline